2-((6-((tert-Butylsulfinyl)amino)-3-methylpyridin-2-yl)amino)-N-(3-hydroxy-2,6-dimethylphenyl)thiazole-5-carboxamide C(C)(C)(C)S(=O)NC1=CC=C(C(=N1)NC=1SC(=CN1)C(=O)NC1=C(C(=CC=C1C)O)C)C